6-bromo-4-[2-(5-fluoro-2-pyridinyl)-2-hydroxy-ethoxy]pyrazolo[1,5-a]pyridine-3-carbonitrile BrC=1C=C(C=2N(C1)N=CC2C#N)OCC(O)C2=NC=C(C=C2)F